((5-methoxybenzofuran-2-yl) methylene)-3-oxobutyrate COC=1C=CC2=C(C=C(O2)C=C(C(=O)[O-])C(C)=O)C1